CN(C1=CC=C(C=C1)\C=C\C=C\C1=CC=NC2=CC=CC=C12)C N,N-dimethyl-4-((1E,3E)-4-(quinolin-4-yl)butan-1,3-dien-1-yl)aniline